ClC1=CC=C(C=C1)C1=NNCCC1C=1SC=CC1 3-(4-chlorophenyl)-4-(thiophen-2-yl)-1,4,5,6-tetrahydropyridazine